N-(2-((1r,4r)-4-formylcyclohexyl)-6-methoxy-2H-indazol-5-yl)-6-(trifluoro-methyl)pyridinecarboxamide C(=O)C1CCC(CC1)N1N=C2C=C(C(=CC2=C1)NC(=O)C1=NC(=CC=C1)C(F)(F)F)OC